N-Methyl-stearylamin CNCCCCCCCCCCCCCCCCCC